ClC(C)OC(N(C1=NC=CC=C1COC(CN(C)C(=O)OC(C)(C)C)=O)C)=O N-methyl-N-(3-[((N-tert-butoxycarbonyl-N-methylamino)acetoxy)methyl]pyridin-2-yl)carbamic acid 1-chloroethyl ester